(5-bromopyridin-2-yl)methanamine BrC=1C=CC(=NC1)CN